C(C)OC(=O)C1=C(N=C(S1)C1=CC(=C(C=C1)OCC(C)C)C#N)C 2-(3-cyano-4-isobutoxyphenyl)-4-methyl-thiazole-5-carboxylic acid ethyl ester